3-(8-chloro-6-fluoro-7-(3-hydroxynaphthalen-1-yl)-1H-[1,2,3]Triazolo[4,5-c]Quinolin-1-yl)azetidine-1-carboxylic acid tert-butyl ester C(C)(C)(C)OC(=O)N1CC(C1)N1N=NC=2C=NC=3C(=C(C(=CC3C21)Cl)C2=CC(=CC1=CC=CC=C21)O)F